C(C(C)C)N1CCC(CC1)N1CCN(CC1)C=1C=C2C(=C(NC2=CC1)C1=C2C(=NC=C1)NC=C2)C 4-(5-(4-(1-isobutylpiperidin-4-yl)piperazin-1-yl)-3-methyl-1H-indol-2-yl)-1H-pyrrolo[2,3-b]pyridine